OC(CCCC(CC=[N+](C(C)C)[O-])C)(C)C 7-hydroxy-N-isopropyl-3,7-dimethyl-octan-1-imine oxide